FC1=C(C(=CC(=C1)CNC1=NC=C(C=C1)C1=CC=CC=C1)O)N1CC(NS1(=O)=O)=O 5-[2-fluoro-6-hydroxy-4-[[(5-phenyl-2-pyridinyl)amino]methyl]phenyl]-1,1-dioxo-1,2,5-thiadiazolidin-3-one